FC(C1=NN=C(O1)C=1C=NC(=NC1)CN1C(C2=CC=C(C=C2C(C1=O)(C)C)C=1CCN(CC1)CC)=O)F 2-((5-(5-(difluoromethyl)-1,3,4-oxadiazol-2-yl)pyrimidin-2-yl)methyl)-6-(1-ethyl-1,2,3,6-tetrahydropyridin-4-yl)-4,4-dimethylisoquinoline-1,3(2H,4H)-dione